C(CCCCCC)(=O)OCC(C(=O)OCCCCCCCCCCC1=C(C(C(=C(C1=O)OC)OC)=O)C)NC(=O)OC(C)(C)C [3-[10-(4,5-dimethoxy-2-methyl-3,6-dioxocyclohexa-1,4-dien-1-yl)decoxy]-2-[(2-methylpropan-2-yl)oxycarbonylamino]-3-oxopropyl] heptanoate